O.O.C1(=CC=CC=2C(=CC=CC12)S(=O)(=O)O)S(=O)(=O)O mono-1,5-naphthalenedisulfonate dihydrate